Cl.FC=1C=C(C=CC1)NC1=CC(=CC(=N1)C(=O)NC1CC2=CC=C(C=C2C1)C)N 6-(3-Fluorophenylamino)-4-amino-N-(2,3-dihydro-5-methyl-1H-inden-2-yl)pyridine-2-carboxamide hydrochloride